3-methyl-1-(2-((2-methylquinazolin-4-yl)oxy)ethyl)pyrrolidin-3-ol CC1(CN(CC1)CCOC1=NC(=NC2=CC=CC=C12)C)O